C1(=CC=C(C=C1)C1=NC(=NO1)C1N(CCC1)C#N)C1=CC=CC=C1 (5-([1,1'-Biphenyl]-4-yl)-1,2,4-oxadiazol-3-yl)pyrrolidine-1-carbonitrile